(carbamic acid) hydroiodide I.C(N)(O)=O